ethyl 3-[3-fluoro-5-[1-oxo-4-(trifluoromethyl) isoindolin-2-yl]phenyl]butanoate FC=1C=C(C=C(C1)N1C(C2=CC=CC(=C2C1)C(F)(F)F)=O)C(CC(=O)OCC)C